CC1CN(CC(N1)C)C1=CC(N(C=2C=CC(=NC12)C#N)C)=O 8-(3,5-Dimethylpiperazin-1-yl)-5-methyl-6-oxo-5,6-dihydro-1,5-naphthyridine-2-carbonitrile